CN1C=CN2N=CC(=C21)C(=O)N2CC1(C2)CC(C1)N(C([O-])=O)C1=C(C=CC(=C1)OC(F)(F)F)OC 2-(1-methyl-1H-imidazo[1,2-b]pyrazole-7-carbonyl)-2-azaspiro[3.3]heptan-6-yl(2-methoxy-5-(trifluoromethoxy)phenyl)carbamate